N1N=NC=2C1=CC=C(C2C(=O)NN)C(=O)NN benzotriazolebishydrazide